methyl 2-amino-4-(4-(difluoromethyl)pyrimidin-2-yl)benzoate NC1=C(C(=O)OC)C=CC(=C1)C1=NC=CC(=N1)C(F)F